C(=O)O.C(N)(=N)C1=CC(=C(CNC2=NC(=NC(=C2)OCC=2N=C3N(C=C(C=C3)C3CC3)C2)C(=O)OCC)C(=C1)C)C ethyl 4-((4-carbamimidoyl-2,6-dimethylbenzyl)amino)-6-((6-cyclopropylimidazo[1,2-a]pyridin-2-yl)methoxy)pyrimidine-2-carboxylate formic acid salt